tert-butyl 4-ethyl-3-[4-(4-methoxyphenyl)pyrimidin-2-yl]piperidine-1-carboxylate C(C)C1C(CN(CC1)C(=O)OC(C)(C)C)C1=NC=CC(=N1)C1=CC=C(C=C1)OC